4-(3-chlorophenyl)-N-(5-methoxy-1,3,4-thiadiazol-2-yl)-6-methylnicotinamide ClC=1C=C(C=CC1)C1=CC(=NC=C1C(=O)NC=1SC(=NN1)OC)C